ClC=1C(=C(NC2=C(NC3=C2C(NCC3)=O)C3=C(C=NC=C3)OCCN3CCOCC3)C=CC1)OC(F)F 3-[3-chloro-2-(difluoromethoxy)anilino]-2-{3-[2-(morpholin-4-yl)ethoxy]pyridin-4-yl}-1,5,6,7-tetrahydro-4H-pyrrolo[3,2-c]pyridin-4-one